The molecule is a 1-acyl-2-tetradecanoyl-sn-glycero-3-phosphate in which the 1-acyl group is specified as hexadecanoyl (palmitoyl). It is a 1-acyl-2-tetradecanoyl-sn-glycero-3-phosphate and a tetradecanoate ester. It is a conjugate acid of a 1-hexadecanoyl-2-tetradecanoyl-sn-glycero-3-phosphate(2-). CCCCCCCCCCCCCCCC(=O)OC[C@H](COP(=O)(O)O)OC(=O)CCCCCCCCCCCCC